5-{[(1S)-1-(6-chloro-2-oxo-1,2-dihydroquinolin-3-yl)ethyl]amino}-1-methyl-6-oxo-1,6-dihydropyrazine-2-carbonitrile ClC=1C=C2C=C(C(NC2=CC1)=O)[C@H](C)NC1=NC=C(N(C1=O)C)C#N